(Z)-5-Tridecene CCCC\C=C/CCCCCCC